CN1N=NC(=C1)C1=CC=C(C(=O)N[C@H]2CNCCC2)C=C1 4-(1-methyltriazol-4-yl)-N-[(3R)-3-piperidyl]benzamide